N1C=CC=2C1=NC=C(C2)OC=2C=C(C=CC2C(=O)N)C2=CC=C(C=C2)N2[C@H](CCC2)C2=C(C=CC=C2)C2CC2 3-((1H-pyrrolo[2,3-b]pyridin-5-yl)oxy)-4'-((R)-2-(2-cyclopropylphenyl)pyrrolidin-1-yl)-[1,1'-biphenyl]-4-carboxamide